4-fluoro-5-(2-methyl-1,3-thiazol-5-yl)-2-{6-[3-(oxan-4-ylamino)pyrrolidin-1-yl]pyridazin-3-yl}phenol FC1=CC(=C(C=C1C1=CN=C(S1)C)O)C=1N=NC(=CC1)N1CC(CC1)NC1CCOCC1